tert-butyl (tert-butoxycarbonyl)(6-(4-cyclopropyl-5-methyloxazol-2-yl)pyridin-3-yl)carbamate C(C)(C)(C)OC(=O)N(C(OC(C)(C)C)=O)C=1C=NC(=CC1)C=1OC(=C(N1)C1CC1)C